5-(5-methylisoxazol-4-yl)aniline CC1=C(C=NO1)C=1C=CC=C(N)C1